ethyl 1-ethyl-5-methyl-1H-pyrazole-4-carboxylate C(C)N1N=CC(=C1C)C(=O)OCC